(2-tert-butoxy-2-oxo-ethyl) 3-[2-[3-[4-amino-1-(1-bicyclo[1.1.1]pentanyl)pyrazolo[3,4-d]pyrimidin-3-yl]-5-cyclopropyl-isoxazol-4-yl]pyrimidin-5-yl]oxyazetidine-1-carboxylate NC1=C2C(=NC=N1)N(N=C2C2=NOC(=C2C2=NC=C(C=N2)OC2CN(C2)C(=O)OCC(=O)OC(C)(C)C)C2CC2)C21CC(C2)C1